COC=1C=CC(=C(C1)NS(=O)(=O)C=1SC=CC1)C(=O)N1CC(CC1)NC=1SC=C(N1)C1=CC=C(C=C1)C(F)(F)F N-(5-methoxy-2-(3-((4-(4-(trifluoromethyl)phenyl)thiazol-2-yl)amino)pyrrolidine-1-carbonyl)phenyl)thiophene-2-sulfonamide